2,6-xylenol phosphorus 3-{N-[3-(dimethylamino)propyl]decanamido}dodecyl-2-fluoro-2-hexyldecanoate CN(CCCN(C(CCCCCCCCC)=O)C(CCOC(C(CCCCCCCC)(CCCCCC)F)=O)CCCCCCCCC)C.[P].C=1(C(=CC=CC1C)C)O